3,6-difluoro-4,5-bis(4-carboxyphenoxy)phthalonitrile FC1=C(C(C#N)=C(C(=C1OC1=CC=C(C=C1)C(=O)O)OC1=CC=C(C=C1)C(=O)O)F)C#N